4-[(5-Cyclobutyl-2-pyridyl)amino]-N-methyl-3-(1-methylimidazol-4-yl)benzenesulfonamide C1(CCC1)C=1C=CC(=NC1)NC1=C(C=C(C=C1)S(=O)(=O)NC)C=1N=CN(C1)C